C(C)(=O)NCC=1C(=CC(=NC1)C1=CC=C(C=C1)F)C1=NN(C=C1)CC1=CC(=NC(=C1)C)C(=O)NC 4-((3-(5-(acetamidomethyl)-2-(4-fluorophenyl)pyridin-4-yl)-1H-pyrazol-1-yl)methyl)-N,6-dimethylpicolinamide